tert-butyl (2-(2-((3-(9-(2,6-dioxopiperidin-3-yl)-9H-pyrido[2,3-b]indol-6-yl)prop-2-yn-1-yl)oxy)ethoxy)ethyl)carbamate O=C1NC(CCC1N1C2=C(C3=CC(=CC=C13)C#CCOCCOCCNC(OC(C)(C)C)=O)C=CC=N2)=O